5-((1-(2-cyclopropoxyethyl)-2-oxo-1,2-dihydropyridin-3-yl)amino)-N-((1S,2S)-2-hydroxycyclobutyl)-7-(methylamino)pyrazolo[1,5-a]pyrimidine-3-carboxamide C1(CC1)OCCN1C(C(=CC=C1)NC1=NC=2N(C(=C1)NC)N=CC2C(=O)N[C@@H]2[C@H](CC2)O)=O